L-homoserine succinate C(CCC(=O)O)(=O)O.N[C@@H](CCO)C(=O)O